1,7-dibenzyl-N-isobutyloctahydro-6H-3,6-methanopyrrolo[3,2-c]pyridine-6-carboxamide C(C1=CC=CC=C1)N1CC2C3CNC(C(C31)CC3=CC=CC=C3)(C2)C(=O)NCC(C)C